CC(C(CC)C1N(CCC1)C(=O)[O-])C1N(CCC1)C(=O)[O-] pentane-2,3-diylbis(pyrrolidine-1-carboxylate)